F[P-](F)(F)(F)(F)F.C(#N)[Re+3].F[P-](F)(F)(F)(F)F.F[P-](F)(F)(F)(F)F cyanorhenium hexafluorophosphate salt